C1(=CC=CC=C1)C(C1=CC=CC=C1)=NCC(=O)OC(C)(C)C tertbutyl 2-[(diphenylmethylidene)amino]acetate